(2R,4R)-6-chloro-4-hydroxy-N-(3-{4-[4-(trifluoromethoxy)butyl]-1H-1,2,3-triazol-1-yl}bicyclo[1.1.1]pentan-1-yl)-3,4-dihydro-2H-1-benzopyran-2-carboxamide ClC=1C=CC2=C([C@@H](C[C@@H](O2)C(=O)NC23CC(C2)(C3)N3N=NC(=C3)CCCCOC(F)(F)F)O)C1